FC1=CC=C(C=C1)C=1C2=CC=C(N2)C(=C2C=CC(C(=C3C=CC(=C(C=4C=CC1N4)C4=CC=C(C=C4)F)N3)C3=CC=C(C=C3)F)=N2)C2=CC=C(C=C2)F 5,10,15,20-tetrakis(4'-fluorophenyl)porphyrin